C(C)C(C(=O)N)N1C(CCC1)=O α-ethyl-2-oxo-1-pyrrolidineacetamide